N-({4-amino-1H,3H-furo[3,4-c]quinolin-7-yl}methyl)-2-cyclopropyl-N-[1-methyl-3-(tri-fluoromethyl)-1H-pyrazol-4-yl]pyrimidine-5-carboxamide NC1=NC=2C=C(C=CC2C2=C1COC2)CN(C(=O)C=2C=NC(=NC2)C2CC2)C=2C(=NN(C2)C)C(F)(F)F